(S)-1-amino-2-(1-(but-2-ynoyl)pyrrolidin-2-yl)-4-(4-(pyridin-2-ylcarbamoyl)phenyl)-1H-imidazole-5-carboxamide NN1C(=NC(=C1C(=O)N)C1=CC=C(C=C1)C(NC1=NC=CC=C1)=O)[C@H]1N(CCC1)C(C#CC)=O